C([S-])([S-])=S.[Na+].[Na+] Dinatrium trithiocarbonat